ClC1=CC=C(C(=N1)C(=O)O)N[C@H](C)C1=CC(=CC2=C1N=C(C1=CN=C(C=C21)OC)CC)C 6-chloro-3-{[(1R)-1-{5-ethyl-2-methoxy-9-methylbenzo[c]2,7-naphthyridin-7-yl}ethyl]amino}pyridine-2-carboxylic acid